4-nitrobutanoate [N+](=O)([O-])CCCC(=O)[O-]